N-((3s,5s)-1-((3s,4r)-1-(tert-butyl)-4-(4-chlorophenyl)pyrrolidin-3-carbonyl)-5-(morpholine-4-carbonyl)pyrrolidin-3-yl)-N-((1s,4r)-4-methylcyclohexyl)propionamide C(C)(C)(C)N1C[C@H]([C@@H](C1)C1=CC=C(C=C1)Cl)C(=O)N1C[C@H](C[C@H]1C(=O)N1CCOCC1)N(C(CC)=O)C1CCC(CC1)C